5-(dimethylamino)-2-(methylamino)benzoic acid CN(C=1C=CC(=C(C(=O)O)C1)NC)C